C(CC#C)N1C=NC=C1 1-(but-3-yne-1-yl)-1H-imidazole